C1(=C(C=CC=C1)B(O)O)C o-tolyl-boronic acid